BrC1=C(C(=C2C(=NC(=NC2=C1F)OC[C@]12CCCN2C[C@@H](C1)F)N1CC=2N(CCC1)N=C(C2)CN)OC)F (5-(7-bromo-6,8-difluoro-2-(((2R,7aS)-2-fluorotetrahydro-1H-pyrrolizin-7a(5H)-yl)methoxy)-5-methoxyquinazolin-4-yl)-5,6,7,8-tetrahydro-4H-pyrazolo[1,5-a][1,4]diazepin-2-yl)methanamine